N(=[N+]=[N-])C(C)(C)C1=CN=C(C2=CN=C(C=C12)Cl)O[C@H](C)C[C@@H](C)S(=O)(=O)C 4-(2-Azidopropan-2-yl)-6-chloro-1-(((2R,4R)-4-(methylsulfonyl)pentan-2-yl)oxy)-2,7-naphthyridine